C1(=CC=CC=C1)C=1NC=C(N1)CC(=O)O.C1(=CC=CC=C1)C=1NC=C(N1)CC(=O)O.C1(CCCC1)(CO)CO.C1(CCCC1)(CO)CO.C1(CCCC1)(CO)CO tricyclopentanedimethanol bis(2-phenylimidazolyl ethanoate)